(5-(methyl-(phenyl)amino)-[1,2,4]triazolo[4,3-a]quinazolin-8-yl)methanol CN(C1=NC=2N(C3=CC(=CC=C13)CO)C=NN2)C2=CC=CC=C2